(4-(2-isopropoxycetyl)piperazin-1-yl)-N-methyl-7-(trifluoromethyl)thieno[3,2-b]pyridine-3-carboxamide C(C)(C)OC(CN1CCN(CC1)C1=C(C2=NC=CC(=C2S1)C(F)(F)F)C(=O)NC)CCCCCCCCCCCCCC